BrCC1=CC=C(C=N1)C1C(NC(CC1)=O)=O 3-(6-(Bromomethyl)pyridin-3-yl)piperidine-2,6-dione